BrC1=CC=C(C=C1)[C@]12[C@](C3=NC=C(C=C3O1)Cl)([C@H](C[C@H]2C2=CC=CC=C2)C#N)O |r| rac-(5aR,6S,8R,8aR)-5a-(4-bromophenyl)-3-chloro-8a-hydroxy-6-phenyl-5a,7,8,8a-tetrahydro-6H-cyclopenta[4,5]furo[3,2-b]pyridine-8-carbonitrile